nickel bis(triphenylphosphine) dichloride [Cl-].[Cl-].C1(=CC=CC=C1)P(C1=CC=CC=C1)C1=CC=CC=C1.C1(=CC=CC=C1)P(C1=CC=CC=C1)C1=CC=CC=C1.[Ni+2]